NCC=1C=NC(=NC1)C1=C(C=C(C#N)C=C1)OC=1N(N=C(C1)N(CC)CC(F)F)C 4-[5-(aminomethyl)pyrimidin-2-yl]-3-[5-[2,2-difluoroethyl(ethyl)amino]-2-methylpyrazol-3-yl]oxybenzonitrile